C1(=CC(=CC=C1)C1C(CNC1)C(=O)N)C 4-(m-tolyl)pyrrolidine-3-carboxamide